5-[1-(2-Difluoromethyl-6-fluoro-phenyl)-piperidin-4-yl]-2,4-dimethyl-7-(2-trifluoromethyl-benzyl)-2,4,5,7-tetrahydro-pyrazolo[3,4-d]pyrimidin-6-one FC(C1=C(C(=CC=C1)F)N1CCC(CC1)N1C(N(C=2C(C1C)=CN(N2)C)CC2=C(C=CC=C2)C(F)(F)F)=O)F